(S)-1-HYDROXY-N,N-BIS(4-METHOXYBENZYL)BUTANE-2-SULFONAMIDE OC[C@H](CC)S(=O)(=O)N(CC1=CC=C(C=C1)OC)CC1=CC=C(C=C1)OC